ClC=1C=C(C=CC1)CCN1C[C@H]([C@@H](C1)C)COC1=CC=C(C=C1)S(=O)(=O)CCOC |r| rac-trans-1-[2-(3-chlorophenyl)ethyl]-3-{[4-(2-methoxyethanesulfonyl)phenoxy]methyl}-4-methylpyrrolidine